OC1=CC=C(C=C1)NC=1C(C(C1NCC1=NC=CC=C1)=O)=O 3-((4-hydroxyphenyl)amino)-4-((pyridin-2-ylmethyl)amino)cyclobut-3-ene-1,2-dione